1-(tert-butyl) 3-methyl 2-(5-bromo-4-methylpyrimidin-2-yl)malonate BrC=1C(=NC(=NC1)C(C(=O)OC(C)(C)C)C(=O)OC)C